C(C)C(C(=O)O)CC\C=C/C\C=C/C\C=C/C\C=C/CCCCC.P(=O)(O)(O)O.C(O)CN Ethanolamine phosphate Ethyl-arachidonate